NC(C[C@@H](C#CC=1NC=CN1)NC(=O)[C@H]1N(CCC1)C(=O)C1(CC1)C1=CC=C(C=C1)OC(F)(F)F)=O (2S)-N-[(1S)-1-(2-Amino-2-oxo-ethyl)-3-(1H-imidazol-2-yl)prop-2-ynyl]-1-[1-[4-(trifluoromethoxy)phenyl]cyclopropanecarbonyl]pyrrolidine-2-carboxamide